Trans-3-methoxy-4-hydroxycinnamic acid COC=1C=C(/C=C/C(=O)O)C=CC1O